(E)-N-(3-(3-benzyl-7-((2-methoxypyridin-3-yl)amino)-2-oxo-3,4-dihydropyrimido[4,5-d]pyrimidin-1(2H)-yl)phenyl)-4-(dimethylamino)but-2-enamide trifluoroacetate salt FC(C(=O)O)(F)F.C(C1=CC=CC=C1)N1C(N(C2=NC(=NC=C2C1)NC=1C(=NC=CC1)OC)C=1C=C(C=CC1)NC(\C=C\CN(C)C)=O)=O